CC(C(=O)OC1=CC=C(C(=O)OC2=CC=C(C=C2)OC(\C=C\C2=CC=3CCC4=CC(=CC=C4C3C=C2)OCCC(COC(C(=C)C)=O)COC(C(=C)C)=O)=O)C=C1)=C [4-[(E)-3-[7-[4-(2-methylprop-2-enoyloxy)-3-(2-methylprop-2-enoyloxymethyl)butoxy]-9,10-dihydrophenanthren-2-yl]prop-2-enoyl]oxyphenyl] 4-(2-methylprop-2-enoyloxy)benzoate